((1s,3s)-tert-butyl 3-(4-(2-(4-hydroxyphenyl)propan-2-yl)phenoxy)cyclobutyl)carbamate C(C)(C)(C)C1(CC(C1)OC1=CC=C(C=C1)C(C)(C)C1=CC=C(C=C1)O)NC([O-])=O